The molecule is a 3-hydroxy monocarboxylic acid that is hexanoic acid substituted by a hydroxy group and a methyl group at position 3. It is a metabolite found in human sweat. It has a role as a human metabolite. It is a 3-hydroxy monocarboxylic acid and a volatile organic compound. It is a conjugate acid of a 3-hydroxy-3-methylhexanoate. CCCC(C)(CC(=O)O)O